C(C)(C)(C)OC(=O)N1[C@@H](C[C@H](C1)CC=1CCC2(CC2)CC1)CO (2S,4R)-2-(hydroxymethyl)-4-(spiro[2.5]oct-6-en-6-ylmethyl)pyrrolidine-1-carboxylic acid tert-butyl ester